O=C1NC(CCC1C1=NN(C2=C(C=CC=C12)C1CCN(CC1)CC1(CCN(CC1)C(=O)OC(C)(C)C)F)C)=O tert-butyl 4-((4-(3-(2,6-dioxopiperidin-3-yl)-1-methyl-1H-indazol-7-yl) piperidin-1-yl) methyl)-4-fluoropiperidine-1-carboxylate